3H-imidazo[4,5-b]pyridine-3-carboxylate N1=CN(C2=NC=CC=C21)C(=O)[O-]